N-[5-(4-acetylpiperazin-1-yl)-2-pyridyl]-2-[4-[2-(trifluoromethyl)-4-pyridyl]imidazol-1-yl]acetamide C(C)(=O)N1CCN(CC1)C=1C=CC(=NC1)NC(CN1C=NC(=C1)C1=CC(=NC=C1)C(F)(F)F)=O